(3S,4R)-1-tert-butoxycarbonyl-4-(4-chlorophenyl)pyrrolidine-3-carboxylic acid C(C)(C)(C)OC(=O)N1C[C@H]([C@@H](C1)C1=CC=C(C=C1)Cl)C(=O)O